2-[(6-{[(4-methoxypyridin-2-yl)amino]methyl}imidazo[1,2-a]pyridin-2-yl)methyl]-5-phenyl-1,2-dihydro-2,7-naphthyridin-1-one COC1=CC(=NC=C1)NCC=1C=CC=2N(C1)C=C(N2)CN2C(C1=CN=CC(=C1C=C2)C2=CC=CC=C2)=O